ethyl 3-[4-(4-fluorophenyl)-7-hydroxy-3-tetrahydropyran-4-yl-1-isoquinolyl]propanoate FC1=CC=C(C=C1)C1=C(N=C(C2=CC(=CC=C12)O)CCC(=O)OCC)C1CCOCC1